tert-butyl (3R)-3-[(1S)-1-[[3-(1,3-benzodioxol-5-ylmethylsulfamoyl)phenyl]methyl]-2-tert-butoxy-2-oxo-ethyl]pyrrolidine-1-carboxylate O1COC2=C1C=CC(=C2)CNS(=O)(=O)C=2C=C(C=CC2)C[C@H](C(=O)OC(C)(C)C)[C@@H]2CN(CC2)C(=O)OC(C)(C)C